C(CCCCC)OC(C1=C(C(=C(C=C1)N(CC)CC)O)C(C1=CC=CC=C1)=O)=O Diethylamino-hydroxy-benzoylbenzoic acid hexyl ester